5-(2-(2-aminoethyl)piperazin-1-yl)-2,3-dihydro-1,4-benzodioxine NCCC1N(CCNC1)C1=CC=CC=2OCCOC21